3-{5-chloro-1H-imidazo[4,5-b]pyridin-2-yl}-N,N-bis(propan-2-yl)propenamide ClC1=CC=C2C(=N1)N=C(N2)C=CC(=O)N(C(C)C)C(C)C